C(C1=CC=CC=C1)OC=1C(=C(C(=CC1)C)C1=C2C(=NC(=C1)C(=O)N)N(C=C2C#N)CC(F)F)C 4-(3-(benzyloxy)-2,6-dimethylphenyl)-3-cyano-1-(2,2-difluoroethyl)-1H-pyrrolo[2,3-b]pyridine-6-carboxamide